(difluoromethoxy)-3,4,5,6-tetrafluoro-N-(3-fluoro-4-methoxyphenyl)benzenesulfonamide FC(OC1=C(C(=C(C(=C1F)F)F)F)S(=O)(=O)NC1=CC(=C(C=C1)OC)F)F